OC1=NN2C(C=CC=C2)=C1C(=O)NC1=C(C(=C(C(=C1F)F)C1=CC(=CC=C1)OCC(C)=O)F)F 2-Hydroxy-N-(2,3,5,6-tetrafluoro-3'-(2-oxopropoxy)-[1,1'-biphenyl]-4-yl)pyrazolo[1,5-a]pyridine-3-carboxamide